C1(=CC=CC2=CC=CC=C12)N1C(C=CC1=O)=O N-α-naphthylmaleimide